N-formyl-saccharin C(=O)N1S(=O)(=O)C2=CC=CC=C2C1=O